COC=1C=C(C=C(C1)OC)C=1N(C2=CC=CC=C2C1C(=O)N)CC1=CC=C(C=C1)C(NO)=O (3,5-dimethoxyphenyl)-1-(4-(hydroxycarbamoyl)benzyl)-1H-indole-3-carboxamide